C1(=CC=CC=C1)N1N=NC(=C1)C(CC)O 1-(1-phenyl-1H-1,2,3-triazol-4-yl)propan-1-ol